N1(N=CC=C1)C=1C=NC=C(C(=O)O)C1 5-(1H-pyrazol-1-yl)nicotinic acid